C(CCCCCCCCCCCCCCCCC)(=O)NCCC(C(=O)N)CCCCCCCCCCCCCC stearamidoethyl-palmitic acid amide